OC1=C2N(N=CC1=O)[C@H]([C@@H]1N(C2=O)CCC1)[C@@H](C1=C(C(=CC=C1F)F)F)C1=CC=CC=C1 (9aR,10S)-4-Hydroxy-10-((R)-phenyl(2,3,6-trifluorophenyl)methyl)-8,9,9a,10-tetrahydro-7H-pyrrolo[1',2':4,5]pyrazino[1,2-b]pyridazin-3,5-dion